5-neopentylbenzofuran C(C(C)(C)C)C=1C=CC2=C(C=CO2)C1